C(CC)(=O)C1=C(C=CC=C1)C1=CC=CC=C1 o-propionyl-biphenyl